CC1=NSC(=C1)N1CC2CCC(C1)C2NC2=NN1C(C=CC=C1OCC(F)(F)F)=N2 N-((8endo)-3-(3-methylisothiazol-5-yl)-3-azabicyclo[3.2.1]octan-8-yl)-5-(2,2,2-trifluoroethoxy)-[1,2,4]triazolo[1,5-a]pyridin-2-amine